C(C)(C)(C)C1=C(C=O)C=CC=C1 (tert-Butyl)benzaldehyde